N-(2-(1-(2-(2-(2-((2-(2,6-dioxopiperidin-3-yl)-1-oxoisoindolin-5-yl)oxy)ethoxy)ethoxy)eth-yl)piperidin-4-yl)-6-methoxy-2H-indazol-5-yl)-6-(trifluoro-methyl)picolinamide O=C1NC(CCC1N1C(C2=CC=C(C=C2C1)OCCOCCOCCN1CCC(CC1)N1N=C2C=C(C(=CC2=C1)NC(C1=NC(=CC=C1)C(F)(F)F)=O)OC)=O)=O